NCCNCCNC([C@@H](N)CC(=O)N)=O N-[N-(2-aminoethyl)-2-aminoethyl]aspartamide